ClC1=NC=CC(=C1C(F)F)NC1=CC2=C(N(C(N2CCC(C)(C)O)=O)C)C=C1 5-((2-chloro-3-(difluoromethyl)pyridin-4-yl)amino)-3-(3-hydroxy-3-methylbutyl)-1-methyl-1,3-dihydro-2H-benzo[d]imidazol-2-one